BrC1=CN=C2N1C=CC(=N2)C2=CC(=CC=C2)Cl 3-bromo-7-(3-chloro-phenyl)-imidazo[1,2-a]pyrimidine